BrC=1C(N(N=CC1Br)C1OCCCC1)=O 4,5-dibromo-2-(tetrahydro-2H-pyran-2-yl)pyridazin-3(2H)-one